8-[4-[4-[(2,6-dioxo-3-piperidyl)amino]-2-fluoro-phenyl]piperazin-1-yl]octanoic acid hydrochloride Cl.O=C1NC(CCC1NC1=CC(=C(C=C1)N1CCN(CC1)CCCCCCCC(=O)O)F)=O